(tert-Butyl) 2-methyl 2-(chloromethyl)pyrrolidine-1,2-dicarboxylate ClCC1(N(CCC1)C(=O)OC(C)(C)C)C(=O)OC